NONADECENOIC ACID, METHYL ESTER C(C=CCCCCCCCCCCCCCCCC)(=O)OC